{[(2S)-4-methyl-2-({[4-(methylsulfanyl)phenyl]carbamoyl}amino)pentanoyl]amino}acetic acid CC(C[C@@H](C(=O)NCC(=O)O)NC(NC1=CC=C(C=C1)SC)=O)C